Tert-butyl 4-((4-(4,4,5,5-tetramethyl-1,3,2-dioxaborolan-2-yl)-1H-pyrazol-1-yl)methyl)piperidine-1-carboxylate CC1(OB(OC1(C)C)C=1C=NN(C1)CC1CCN(CC1)C(=O)OC(C)(C)C)C